O=C1NC(CCC1NC(=O)C1=CC=C(C=C1)N1CCN(CC1)CC1CCN(CC1)C1=CC=C(N=N1)C(=O)N)=O 6-(4-((4-(4-((2,6-dioxopiperidin-3-yl)carbamoyl)phenyl)piperazin-1-yl)methyl)piperidin-1-yl)pyridazine-3-carboxamide